BrC1=CC=CN2C(=C(C=C12)C#CCNC1=C(C=C(C(=O)NCC(C)([2H])O)C=C1)OC)SC(F)(F)F 4-[(3-{8-bromo-3-[(trifluoromethyl)sulfanyl]indolizin-2-yl}prop-2-yn-1-yl)amino]-N-[2-hydroxy(2-2H)propyl]-3-methoxybenzamide